The molecule is a linear amino trisaccharide that consists of three 2-acetamido-3-O-acetyl-2-deoxy-alpha-D-galactopyranuronosyl units joined by (1->4)-linkages. It is a carbohydrate acid derivative and an amino trisaccharide. CC(=O)N[C@@H]1[C@H]([C@H]([C@H](O[C@@H]1O)C(=O)O)O[C@@H]2[C@@H]([C@H]([C@H]([C@H](O2)C(=O)O)O[C@@H]3[C@@H]([C@H]([C@H]([C@H](O3)C(=O)O)O)OC(=O)C)NC(=O)C)OC(=O)C)NC(=O)C)OC(=O)C